(4-methylstyrene) methyl-methacrylate COC(C(=C)C)=O.CC1=CC=C(C=C)C=C1